(S)-N-cyclopentyl-5-(((2-nitro-6,7-dihydro-5H-imidazo[2,1-b][1,3]oxazin-6-yl)oxy)methyl)-N-(4-(trifluoromethoxy)phenyl)pyrimidin-2-amine C1(CCCC1)N(C1=NC=C(C=N1)CO[C@H]1CN2C(OC1)=NC(=C2)[N+](=O)[O-])C2=CC=C(C=C2)OC(F)(F)F